COC1=C(C=CC=C1)[C@H](CN1C(N(C(C2=C1SC(=C2C)C=2OC=CN2)=O)C(C(=O)O)(C)C)=O)OC(C)C 2-[1-[(2R)-2-(2-methoxyphenyl)-2-(prop-2-yloxy)ethyl]-5-methyl-6-(1,3-oxazol-2-yl)-2,4-dioxo-1H,2H,3H,4H-thieno[2,3-d]pyrimidin-3-yl]-2-methylpropionic acid